(1S,6'E,12'S)-6-CHLORO-9',12'-DIMETHYL-10'-OXO-3,4-DIHYDRO-2H-SPIRO[NAPHTHALENE-1,19'-[17]OXA[1,9]DIAZATRICYCLO[11.7.2.016,21]DOCOSA[6,13,15,21]TETRAENE]-12'-CARBOXYLIC ACID ClC=1C=C2CCC[C@]3(COC4=CC=C5[C@](CC(N(C/C=C/CCCCN(C3)C4=C5)C)=O)(C(=O)O)C)C2=CC1